C(C(=C)C)(=O)OCCCCCCOC1=CC=C(C=CC(=O)O)C=C1 4-((6-(methacryloyloxy)hexyl)oxy)cinnamic acid